Methyl 5-benzyl-3-((1-isopropyl-1H-pyrazole-3-carboxamido)methyl)-4,5-dihydroisoxazole-5-carboxylate C(C1=CC=CC=C1)C1(CC(=NO1)CNC(=O)C1=NN(C=C1)C(C)C)C(=O)OC